BrC=1C(=C(C=CC1)NC1CCN(CC1)C(=O)OCC1=CC=CC=C1)\C=C\C(=O)OC benzyl 4-([3-bromo-2-[(1E)-3-methoxy-3-oxoprop-1-en-1-yl]phenyl]amino)piperidine-1-carboxylate